1-(heptadecan-9-yl) 17-nonyl 9-((7-oxaspiro[3.5]nonan-2-yl)amino)heptadecanedioate C1C(CC12CCOCC2)NC(CCCCCCCC(=O)OC(CCCCCCCC)CCCCCCCC)CCCCCCCC(=O)OCCCCCCCCC